[SH2]=N.[Na] sodium sulfimide salt